2-(4-(2-(4-((1r,3r)-3-((tert-butoxycarbonyl)amino)cyclobutoxy)phenyl)propan-2-yl)phenoxy)pyrimidine-4-Carboxylic acid C(C)(C)(C)OC(=O)NC1CC(C1)OC1=CC=C(C=C1)C(C)(C)C1=CC=C(OC2=NC=CC(=N2)C(=O)O)C=C1